2-Hydroxy-6-methoxypyridine-4-carboxylic acid methyl ester COC(=O)C1=CC(=NC(=C1)OC)O